4-[(1S,2R)-6-t-butoxy-2-phenyl-tetralin-1-yl]phenol C(C)(C)(C)OC=1C=C2CC[C@H]([C@H](C2=CC1)C1=CC=C(C=C1)O)C1=CC=CC=C1